FC(OC1=CC2=C(N=C(O2)C=2C(=C(C=CC2)C2=C(C(=CC=C2)N2CCC(CC2)CN2CC(C2)(C)C)C)C)C=C1CN1[C@@H](CCC1)C(=O)O)F ((6-(difluoromethoxy)-2-(3'-(4-((3,3-dimethylazetidin-1-yl)methyl)piperidin-1-yl)-2,2'-dimethyl-[1,1'-biphenyl]-3-yl)benzo[d]oxazol-5-yl)methyl)-L-proline